N-(p-tolylaminocarbonyl)-methionine C1(=CC=C(C=C1)NC(=O)N[C@@H](CCSC)C(=O)O)C